tert-butyl (5-(4-(ethylsulfonamido)phenyl)thiazolo[5,4-b]pyridin-2-yl)carbamate C(C)S(=O)(=O)NC1=CC=C(C=C1)C1=CC=C2C(=N1)SC(=N2)NC(OC(C)(C)C)=O